ethylenediaminetetraacetic acid, calcium salt [Ca+2].C(CN(CC(=O)[O-])CC(=O)[O-])N(CC(=O)[O-])CC(=O)[O-].[Ca+2]